2-(3,4-Epoxycyclohexyl)-ethylmethyldimethoxysilane C1(CC2C(CC1)O2)CC[Si](OC)(OC)C